2-(1H-indol-3-yl)-N,N-dimethylpropionamide N1C=C(C2=CC=CC=C12)C(C(=O)N(C)C)C